(2S)-3-hydroxy-1-{2-[4-methyl-1-(2,2,2-trifluoroethyl)pyrazol-3-ylsulfonyl]-4H,6H-pyrrolo[3,4-c]pyrazol-5-yl}-2-phenylpropan-1-one OC[C@@H](C(=O)N1CC2=NN(C=C2C1)S(=O)(=O)C1=NN(C=C1C)CC(F)(F)F)C1=CC=CC=C1